ethyl-5-(bis(tert-butoxycarbonyl) amino)-4-bromo-1-methyl-1H-imidazole-2-carboxylate C(C)OC(=O)C=1N(C(=C(N1)Br)N(C(=O)OC(C)(C)C)C(=O)OC(C)(C)C)C